C(=O)(OC(C)(C)C)C([C@@H](O)[C@H](O)CO)O boc-threitol